octahydropyrazino[2,1-c][1,4]oxazine C1OCCN2C1CNCC2